methyl 3-[[3-(3,5-difluorophenyl)-5-methyl-2-oxo-oxazolidine-5-carbonyl]amino]cyclobutanecarboxylate FC=1C=C(C=C(C1)F)N1C(OC(C1)(C(=O)NC1CC(C1)C(=O)OC)C)=O